C(C1=CC=CC=C1)N1CC(OCCC1)CN1CCCC1 1-[(4-benzyl-1,4-oxazepan-2-yl)methyl]pyrrolidin